ClC1=CC=C(C=C1)C=1C=C(C(N(N1)C=1C=NN(C1)C(F)F)=O)C(=O)NCC(C)(C)O 6-(4-chlorophenyl)-2-[1-(difluoromethyl)-1H-pyrazol-4-yl]-N-(2-hydroxy-2-methylpropyl)-3-oxo-2,3-dihydropyridazine-4-carboxamide